Phosphoramide (phosphoramidite) P(O)(O)N.P(=O)(N)(N)N